CC1=C(C=C2C(N(C=NC2=C1C)[C@H]1CCOC[C@@H]1O)=O)CC1=CC=C(C=C1)C(NC1CCOCC1)=O 1,5-anhydro-2,3-dideoxy-3-(7,8-dimethyl-4-oxo-6-(4-(tetrahydro-2H-pyran-4-ylcarbamoyl)benzyl)quinazolin-3(4H)-yl)-L-threo-pentitol